FC1(CC(C1)C(=O)O)F.FC1(CC(C1)C(=O)O)F.IC1=C(C(=C(C=C1)C)C)C iodotrimethylbenzene bis(3,3-difluorocyclobutanecarboxylate)